[2-(methacrylamido)ethyl]trimethyl-ammonium chloride [Cl-].C(C(=C)C)(=O)NCC[N+](C)(C)C